COC=1C=C2C(=NC(N(C2=CC1OC)C)=O)N[C@H](C)C1=CC(=CC(=C1)C(F)(F)F)[N+](=O)[O-] (R)-6,7-dimethoxy-1-methyl-4-((1-(3-nitro-5-trifluoromethylphenyl)ethyl)amino)quinazolin-2(1H)-one